tert-butyl 4-(3-bromophenyl)-1,4-diazepane-1-carboxylate BrC=1C=C(C=CC1)N1CCN(CCC1)C(=O)OC(C)(C)C